2-(cyclopropylamino)-2-methylpropionaldehyde C1(CC1)NC(C=O)(C)C